N-acetyl-S-((1-phenylethyl)thio)-L-cysteine C(C)(=O)N[C@@H](CSSC(C)C1=CC=CC=C1)C(=O)O